N,N-diisopropyl-2-(4-methoxy-1H-indol-3-yl)-2-oxoacetamide C(C)(C)N(C(C(=O)C1=CNC2=CC=CC(=C12)OC)=O)C(C)C